ClC=1C=NC(=C2C(C=C(N(C12)C1=C(C=C(C=C1Cl)F)Cl)C)=O)OCCNC(OC(C)(C)C)=O tert-Butyl (2-((8-chloro-1-(2,6-dichloro-4-fluorophenyl)-2-methyl-4-oxo-1,4-dihydro-1,6-naphthyridin-5-yl)oxy)ethyl)carbamate